4-(3-(4-Chlorophenyl)-5-(3-methoxyphenyl)-4,5-dihydro-1H-pyrazol-1-yl)-4-oxobutanoic acid ClC1=CC=C(C=C1)C1=NN(C(C1)C1=CC(=CC=C1)OC)C(CCC(=O)O)=O